NC1=NN=NN1CC(=O)O (5-amino-1H-tetrazole-1-yl)acetic acid